CC(C)OC1=CC=C(C=C1)S(=O)(=O)Cl 4-(propan-2-yloxy)benzenesulfonyl chloride